3-methyl-N-(3-(5-(tetrahydro-2H-pyran-4-yloxy)pyridin-2-yl)-1H-pyrazol-5-yl)pyridin-2-amine CC=1C(=NC=CC1)NC1=CC(=NN1)C1=NC=C(C=C1)OC1CCOCC1